boron-iron-silicon [Si].[Fe].[B]